BrC=1N=C(C(NC1)=O)C=1C=NN(C1)CC1=CC=C(C=C1)OC 5-bromo-3-(1-(4-methoxybenzyl)-1H-pyrazol-4-yl)pyrazin-2(1H)-one